BrC1=NN(C(=C1)N1C(CCCC1)=O)COCC[Si](C)(C)C 1-(3-bromo-1-((2-(trimethylsilyl)ethoxy)methyl)-1H-pyrazol-5-yl)piperidin-2-one